NC1=C(C(=NC(=C1Cl)F)C(C(=O)OC)C(=O)OC)Cl dimethyl 2-(4-amino-3,5-dichloro-6-fluoro-2-pyridyl)propanedioate